O=C1N(CC2=CC=C(C=C12)C#CC1=CC=CC=C1)[C@@H](C(=O)NC=1SC=CN1)C1=CC=CC=C1 |r| (2RS)-2-[1-Oxo-6-(2-phenylethynyl)isoindolin-2-yl]-2-phenyl-N-thiazol-2-yl-acetamid